OC1CN(CC1)C(=O)N1CC(C(C1)C)C1=NN(C(=C1OC)NCC1=CC=C(C=C1)C(N)=N)C(=O)C1=CSC=C1 4-[({3-[1-(3-hydroxypyrrolidine-1-carbonyl)-4-methylpyrrolidin-3-yl]-4-methoxy-1-(thiophene-3-carbonyl)-1H-pyrazol-5-yl}amino)methyl]benzene-1-carboximidamide